C1(C=CC(N1C(C(=O)[O-])CCC)=O)=O maleimidopentanoate